(R)-4-(quinolin-2-ylmethyl)-3,4-dihydro-2H-benzo[e][1,3]Oxazin-2-one N1=C(C=CC2=CC=CC=C12)C[C@H]1NC(OC2=C1C=CC=C2)=O